N-(2-dimethylamino-ethyl)-3-[6-(1-methylpyrazol-4-yl)imidazo[1,2-b]pyridazin-3-yl]benzamide CN(CCNC(C1=CC(=CC=C1)C1=CN=C2N1N=C(C=C2)C=2C=NN(C2)C)=O)C